(S)-3-((4-(5-chloro-1-(morpholin-2-ylmethyl)-1H-indol-7-yl)pyrrolo[2,1-f][1,2,4]triazin-6-yl)methyl)-5,5-dimethylimidazolidine-2,4-dione ClC=1C=C2C=CN(C2=C(C1)C1=NC=NN2C1=CC(=C2)CN2C(NC(C2=O)(C)C)=O)C[C@@H]2CNCCO2